BrC(C(=O)NC1=CC(=CC(=C1)C)C)=C 2-Bromo-N-(3,5-dimethylphenyl)acrylamide